C(C1=CC=CC=C1)OC(CCCCCCCCCCC)=O 12-(benzyloxy)-12-oxododecane